N2-(2-aminoethyl)-N2-(2-(4-oxo-2-thioxo-3,4-dihydropyrimidin-1(2H)-yl)acetyl)-D-arginine NCCN([C@H](CCCNC(N)=N)C(=O)O)C(CN1C(NC(C=C1)=O)=S)=O